NC[C@@H](C(=O)O)C (S)-3-AMINO-2-METHYL-PROPIONIC ACID